[Cl-].C[NH+]1CC(CCC1)CCC 1-Methyl-3-propylpiperidinium chlorid